ethyl 4-bromo-5-methyl-1-(methyl-d3)-1H-pyrazole-3-carboxylate BrC=1C(=NN(C1C)C([2H])([2H])[2H])C(=O)OCC